N1(C=CC2=CC=CC=C12)CC(=O)ON=CC1=CC(=CC=C1)Cl 3-chlorobenzaldehyde O-(2-(1H-indol-1-yl)acetyl) oxime